C1(=CC(=CC=C1)CNC(=O)CCCCCCCCC)CNC(=O)CCCCCCCCC m-xylylenebiscapric acid amide